N[C@@H]1CN(CC1)S(=O)(=O)NC(=O)C=1C(=NC(=CC1)C1=CC(=C(C=C1)F)F)N1C(C[C@@H](C1)C)(C)C N-[(3S)-3-aminopyrrolidin-1-yl]sulfonyl-6-(3,4-difluorophenyl)-2-[(4S)-2,2,4-trimethylpyrrolidin-1-yl]pyridine-3-carboxamide